C1(=CC=C(C=C1)C)C(C=O)C=O cymenequinone